bis(2,6-di-tert-butyl-4-methyl-phenyl)pentaerythritol diphosphate OP(O)(=O)OP(=O)(O)O.C(C)(C)(C)C1=C(C(=CC(=C1)C)C(C)(C)C)C(O)(C(CO)(CO)CO)C1=C(C=C(C=C1C(C)(C)C)C)C(C)(C)C